N-(5-((6-((R)-3-(4-chloro-3-fluorophenyl)isoxazolidine-2-yl)pyrimidine-4-yl)amino)-2-(4-ethylpiperazine-1-yl)-4-methoxyphenyl)acrylamide ClC1=C(C=C(C=C1)[C@@H]1N(OCC1)C1=CC(=NC=N1)NC=1C(=CC(=C(C1)NC(C=C)=O)N1CCN(CC1)CC)OC)F